methyl 9-(((benzyloxy)carbonyl)amino)-8-hydroxy-2-(3-iodophenyl)-2,7,7-trimethylnonanoate C(C1=CC=CC=C1)OC(=O)NCC(C(CCCCC(C(=O)OC)(C)C1=CC(=CC=C1)I)(C)C)O